N1=[O+]C(=C2N1CCCC2)[O-] 4,5,6,7-tetrahydro-[1,2,3]oxadiazolo[3,4-a]pyridin-2-ium-3-olate